[Si](C)(C)(C(C)(C)C)N=S(=O)(C)N1C=NC=C1 (tert-butyldimethylsilyl)[imidazol-1-yl(methyl)oxo-lambda6-sulfanylidene]amine